1,1-Difluoro-2-{3-[4-fluoro-2-(trifluoromethyl)phenyl]-1,2,4-thiadiazol-5-yl}-6-azaspiro[2.5]octane-6-sulfonamide FC1(C(C12CCN(CC2)S(=O)(=O)N)C2=NC(=NS2)C2=C(C=C(C=C2)F)C(F)(F)F)F